S(=O)(=O)(O[C@H]1CC[C@@]2([C@H]3CC[C@@]4(C(CC[C@H]4[C@@H]3CC=C2C1)=O)C)C)O [(3S,8R,9S,10R,13S,14S)-10,13-dimethyl-17-oxo-1,2,3,4,7,8,9,11,12,14,15,16-dodecahydrocyclopenta[a]phenanthren-3-yl] hydrogen sulphate